dithiazolium chloride salt [Cl-].S1S[NH2+]C=C1